Cl.C(#N)CC(=O)N1C[C@@H]([C@@H](CC1)C)N(C=1C2=C(N=CN1)N(C=C2)C(=O)NC2=CC=C(C=C2)C2CCNCC2)C 4-(((3R,4R)-1-(2-cyanoacetyl)-4-methylpiperidin-3-yl)(methyl)amino)-N-(4-(piperidin-4-yl)phenyl)-7H-pyrrolo[2,3-d]Pyrimidine-7-carboxamide hydrochloride